9-chloro-3-ethoxyacridin ClC=1C2=CC=CC=C2N=C2C=C(C=CC12)OCC